(E)-6-((4-Amino-8-(4-(2-cyanovinyl)-2,6-dimethylphenyl)-6-methylquinazolin-2-yl)amino)nicotinonitrile NC1=NC(=NC2=C(C=C(C=C12)C)C1=C(C=C(C=C1C)\C=C\C#N)C)NC1=NC=C(C#N)C=C1